C(C1=CC=CC=C1)N(C(=O)NC1=C(C=CC=C1)C)CC1=CC=CC=C1 1,1-dibenzyl-3-(o-tolyl)urea